NC1=NC=NN2C1=CC=C2C(=O)[C@@H]([C@H](OCC2=CC=CC=C2)[C@H](O)COCC2=CC=CC=C2)F 1-C-(4-aminopyrrolo[2,1-f][1,2,4]triazin-7-yl)-2-deoxy-2-fluoro-3,5-di-O-benzyl-D-ribose